benzo[b]naphtho[1,2-d]furan-6-Amine C1=CC=CC=2C=C(C3=C(C4=C(O3)C=CC=C4)C12)N